(R)-phosphonoisoleucine [(3S)-3-[4-(3-ethynyl-1-tetrahydropyran-2-yl-indazol-5-yl)-2-methyl-pyrazol-3-yl]oxybutyl]methanesulfonate C(#C)C1=NN(C2=CC=C(C=C12)C1=C(N(N=C1)C)O[C@H](CCCS(=O)(=O)O)C)C1OCCCC1.P(=O)(O)(O)N[C@H]([C@@H](C)CC)C(=O)O